3-nitro-6,7-dihydro-5H-cyclopenta[b]pyridine [N+](=O)([O-])C=1C=C2C(=NC1)CCC2